dimethyleicosanyl-[3-(triethoxysilyl)propyl]ammonium chloride [Cl-].C[N+](CCC[Si](OCC)(OCC)OCC)(CCCCCCCCCCCCCCCCCCCC)C